BrC=1SC=C(N1)C(=O)OC(C)CC sec-Butyl 2-bromothiazole-4-carboxylate